(4-amino-3,5-difluorophenyl)(8-(4-chloro-6-isopropyl-1,2-dimethyl-1H-benzo[d]imidazol-5-yl)indolizin-3-yl)methanone NC1=C(C=C(C=C1F)C(=O)C1=CC=C2C(=CC=CN12)C1=C(C2=C(N(C(=N2)C)C)C=C1C(C)C)Cl)F